NC=1C=C(C=CC1)N1N=C(C(=C1)C=1C=C2CCCC(C2=CC1)=O)[N+](=O)[O-] 6-(1-(3-aminophenyl)-3-nitro-1H-pyrazol-4-yl)-3,4-dihydronaphthalen-1(2H)-one